CC1=C(C=CC=C1NC=1N=CC=C2C=C(C=NC12)CNCCO)C1=C(C(=CC=C1)NC=1N=CC=C2C=C(C=NC12)CNCCO)C 2,2'-(((((2,2'-Dimethyl-[1,1'-biphenyl]-3,3'-diyl)bis(azandiyl))bis(1,7-naphthyridin-8,3-diyl))bis(methylen))bis(azandiyl))bis(ethan-1-ol)